FC(C1=C(C=CC=C1)COC1=CC2=C(N(N=C2C=C1)C)C(=O)NC1(C(NCC1)=O)CO)F 5-{[2-(difluoromethyl)phenyl]methoxy}-N-[3-(hydroxymethyl)-2-oxopyrrolidin-3-yl]-2-methyl-2H-indazole-3-carboxamide